ClC=1C=CC=C2C(=C(N=NC12)C1=CC=C(C=C1)C(F)(F)F)C 8-chloro-4-methyl-3-(4-(trifluoromethyl)phenyl)cinnoline